ClC1=C(C(N(C=C1)C1=NC=C(C(=C1)N1C(C=C(C=C1C)OCC1=C(C(=CC=C1)F)F)=O)C)=O)C(C)(C)O chloro-4''-((2,3-difluorobenzyl)oxy)-3-(2-hydroxypropan-2-yl)-5',6''-dimethyl-2H,2''H-[1,2':4',1''-terpyridin]-2,2''-dione